BrC=1N(C=C2C1CCC2=O)CC 1-bromo-2-ethyl-5,6-dihydro-cyclopenta[c]pyrrole-4(2H)-one